bis-trisFluoroethyl ether FC(COCC(F)(F)F)(F)F